(3,4-diphenylethoxybenzylamino)ethanolate hydrochloride Cl.C1(=CC=CC=C1)C=1C=C(CN(OCC)C(C)[O-])C=CC1C1=CC=CC=C1